C(C)N1CCN(CC1)CCCS(=O)(=O)N 4-Ethyl-[(Piperazin-1-yl)Ethyl]Methansulfonamid